4-(5-(tert-butoxy)pyrimidin-2-yl)-N-(3-chloro-5-(methylsulfonamido)phenyl)thiophene-2-carboxamide C(C)(C)(C)OC=1C=NC(=NC1)C=1C=C(SC1)C(=O)NC1=CC(=CC(=C1)NS(=O)(=O)C)Cl